Cl.N[C@@H](CCC(=O)OC(C)(C)C)C(=O)N tert-butyl (S)-4,5-diamino-5-oxopentanoate hydrogen chloride